5-carboxymethyl-methylaminomethyl-2-thiouridine C(=O)(O)CC=1C(NC(N([C@]2([C@H](O)[C@H](O)[C@@H](CO)O2)CNC)C1)=S)=O